2-amino-N-(((1R,3S)-3-hydroxycyclohexyl)methyl)-3-methyl-N-((5-(trifluoromethyl)-2-pyridinyl)methyl)-6-quinolinecarboxamide NC1=NC2=CC=C(C=C2C=C1C)C(=O)N(CC1=NC=C(C=C1)C(F)(F)F)C[C@H]1C[C@H](CCC1)O